C(C)(C)(C)OC(=O)N1CCC(CC1)CCCOC1=CC(=C(C=C1)Br)C.C(C)C=1C=CC2=C(C3=CC=CC=C3C=C2C1)OC(=O)CC(C(=O)O)CCCCCCCCCCCCCCCC 3-ethyl-9-(2-n-hexadecyl-2-carboxyethyl)carbonyloxyanthracene tert-butyl-4-(3-(4-bromo-3-methylphenoxy)propyl)piperidine-1-carboxylate